OC1=C(C(=O)NC)C=CC=C1 2-hydroxy-N-methylbenzamide